5-(2-methoxyethoxy)-3-methyl-pyrazol COCCOC1=CC(=NN1)C